cyclobut-1-ene-1-carboxylic acid ethyl ester C(C)OC(=O)C1=CCC1